BrC=1C=CC(=NC1)C1(CCC1)NC(OC(C)(C)C)=O tert-butyl (1-(5-bromopyridin-2-yl)cyclobutyl)carbamate